2,3-difluoro-4-bromophenyl propyl ether C(CC)OC1=C(C(=C(C=C1)Br)F)F